(R)-4-(3-(3-chlorophenyl)-5-cyano-2-oxoimidazolidin-1-yl)isoquinoline-6-carboxylic acid ClC=1C=C(C=CC1)N1C(N([C@H](C1)C#N)C1=CN=CC2=CC=C(C=C12)C(=O)O)=O